C1(CC1)CN1C(=CC2=CC(=CC(=C12)C1=C(C=CC=C1)OC)C(=O)N1CC=2N(N=CC2C1)CC)C=1CNCCC1 (1-(Cyclopropylmethyl)-7-(2-methoxyphenyl)-2-(1,2,5,6-tetrahydropyridin-3-yl)-1H-indol-5-yl)(1-ethylpyrrolo[3,4-c]pyrazol-5(1H,4H,6H)-yl)methanone